monoaminozinc N[Zn]